Methyl-3-ethylidene-7-methyloct-6-enoate COC(CC(CCC=C(C)C)=CC)=O